5-(5-cyclopropyl-1,2,4-oxadiazol-3-yl)-2-[6-(1,1-difluoroethyl)-3-methyl-3H-imidazo[4,5-b]pyridin-2-yl]-3-(ethylsulfanyl)pyridine C1(CC1)C1=NC(=NO1)C=1C=C(C(=NC1)C1=NC=2C(=NC=C(C2)C(C)(F)F)N1C)SCC